C(C)NS(=O)(=O)C1=C(C=CC(=C1)NC1=CC=NN1)C1=CN=C(S1)[C@@H]1CC[C@H](CC1)NC(OC)=O methyl trans-N-[4-[5-[2-(ethylsulfamoyl)-4-[(1H-pyrazol-5-yl)amino]phenyl]thiazol-2-yl]cyclohexyl]carbamate